ethyl 4-(4'-chloro-5'-oxo-5'H-spiro[cyclohexane-1,7'-indolo[1,2-a]quinazolin]-9'-yl)cyclohexane-1-carboxylate ClC=1C=2C(N=C3N(C2C=CC1)C1=CC=C(C=C1C31CCCCC1)C1CCC(CC1)C(=O)OCC)=O